ClC1=C(C=C2C(C(NC2=C1)=O)=C(C=1C=C(C#N)C=CC1)O)C1=CC=C(C=C1)N1CCOCC1 3-{[6-Chloro-5-(4-morpholin-4-yl-phenyl)-2-oxo-1,2-dihydro-indolylidene]-hydroxy-methyl}-benzonitrile